CNC(C)C(C)C N,3-dimethylbutan-2-amine